OC1=C(C=2N(C(=C1)C1CC3=CC=CC=C3CC1)N=CN2)C(=O)NCC(=O)O [(7-hydroxy-5-(1,2,3,4-tetrahydronaphthalene-2-yl)-[1,2,4]triazolo[1,5-a]pyridine-8-carbonyl)amino]acetic acid